4-(1-cyclopropyl-1H-indol-3-yl)-N-(2-methoxy-4-((3aR,6aS)-5-methylhexahydropyrrolo[3,4-c]pyrrol-2(1H)-yl)-5-nitrophenyl)-5-(oxazol-2-yl)pyrimidin-2-amine C1(CC1)N1C=C(C2=CC=CC=C12)C1=NC(=NC=C1C=1OC=CN1)NC1=C(C=C(C(=C1)[N+](=O)[O-])N1C[C@@H]2CN(C[C@@H]2C1)C)OC